C(NC(=O)C=1C=CC=C2C1CCO2)([2H])([2H])[2H] N-(methyl-d3)-2,3-dihydrobenzofuran-4-carboxamide